1-(4-fluoro-2-methylphenyl)-3-(2-methoxypyridin-4-yl)-7-(trifluoromethyl)-2,3-dihydroquinazolin-4(1H)-one FC1=CC(=C(C=C1)N1CN(C(C2=CC=C(C=C12)C(F)(F)F)=O)C1=CC(=NC=C1)OC)C